N1(CCNCC1)CCNC(OC1CCC2C3CCC4CCCC4C3CCC2C1)=O hexadecahydro-1H-cyclopenta[a]phenanthren-3-yl (2-(piperazin-1-yl)ethyl)carbamate